2-(4-(3-(4H-Benzo[b]pyrrolo[1,2-d][1,4]oxazin-4-yl)pyridin-2-yl)piperazin-1-yl)-N,N-dimethylethan-1-amine C1=CC=C2N1C1=C(OC2C=2C(=NC=CC2)N2CCN(CC2)CCN(C)C)C=CC=C1